N,N-dimethyl-4-fluorobenzenesulfonamide CN(S(=O)(=O)C1=CC=C(C=C1)F)C